5-methyl-4-oxo-1,3-diphenyl-4,5-dihydropyrrolo[1,2-a]quinoxaline-2-carbonitrile CN1C(C=2N(C3=CC=CC=C13)C(=C(C2C2=CC=CC=C2)C#N)C2=CC=CC=C2)=O